(S)-Methyl-3-pyridinemethanamine CC1=NC=CC=C1CN